FC=1C=C(OC2CN(C2)[C@@H]2[C@H](CCCC2)OC=2C=C3CN(C(C3=CC2)=O)C2C(NC(CC2)=O)=O)C=CC1 3-(5-(((1S,2S)-2-(3-(3-fluorophenoxy)azetidin-1-yl)cyclohexyl)oxy)-1-oxoisoindolin-2-yl)piperidine-2,6-dione